Cl.FC1=CC(=C(C=C1)C=1C(C(=CN(C1C)C(C)C)C(=O)N)=O)C 5-(4-fluoro-2-methylphenyl)-6-methyl-4-oxo-1-propan-2-ylpyridine-3-carboxamide hydrochloride